FC1(CNCCC1CN1[C@H](CN(CC1)C=1C=CC=C2C(=NN(C12)C)C1C(NC(CC1)=O)=O)C)F 3-(7-((3S)-4-((3,3-difluoropiperidin-4-yl)methyl)-3-methylpiperazin-1-yl)-1-methyl-1H-indazol-3-yl)piperidine-2,6-dione